7-chloro-4-(1-carboxy-4-ethyl-(2-hydroxyethyl)-amino-1-methylbutylamino)quinoline ClC1=CC=C2C(=CC=NC2=C1)N(C(C(CCCC)CCO)(C)C(=O)O)N